OC(C)(C)C=1C=CC(=NC1)C=1C=NC(=CC1NC1=CC(=CC(=C1)S(=O)(=O)C)N1CC(CC1)O)NC(C)=O N-(5-(2-hydroxypropan-2-yl)-4'-((3-(3-hydroxypyrrolidin-1-yl)-5-(methylsulfonyl)phenyl)amino)-[2,3'-bipyridin]-6'-yl)acetamide